2-chloro-4-[6-(3,3-difluoroazetidin-1-yl)imidazo[1,2-a]pyridin-3-yl]-6-methylpyrimidine ClC1=NC(=CC(=N1)C1=CN=C2N1C=C(C=C2)N2CC(C2)(F)F)C